1H-imidazol-2-yl-(benzyl)-6,7-dihydropyrazolo[1,5-a]pyrimidin-5(4H)-one N1C(=NC=C1)C=1C(=NN2C1NC(CC2)=O)CC2=CC=CC=C2